BrC=1C(=NC=NC1)NC1=C(C(=CC=C1C)OC)C 5-bromo-N-(3-methoxy-2,6-dimethylphenyl)pyrimidin-4-amine